C1(=CC=C(C=C1)C1=C2C(=NNC2=CC=C1)NCC1=C(C=CC=C1)S(=O)(=O)N)C=1CCCCC1 (((4-(2',3',4',5'-tetrahydro-[1,1'-biphenyl]-4-yl)-1H-indazol-3-yl)amino)methyl)benzenesulfonamide